NC1=C(C=CC(=C1)NCC1=CC=C(C=C1)O)NC([C@@H]([C@H](CCCC)F)F)=O (2S,3S)-N-(2-Amino-4-((4-hydroxybenzyl)amino)phenyl)-2,3-difluoroheptanamid